N-(2-aminophenyl)-4-(2-chloro-6-propylamino-purin-9-ylmethyl)-benzamide NC1=C(C=CC=C1)NC(C1=CC=C(C=C1)CN1C2=NC(=NC(=C2N=C1)NCCC)Cl)=O